4-((((1R,2S)-2-(4-fluorophenyl)cyclopropyl)amino)methyl)-6-(4-methylpiperazin-1-yl)pyrimidine FC1=CC=C(C=C1)[C@H]1[C@@H](C1)NCC1=NC=NC(=C1)N1CCN(CC1)C